2-(4-cyanophenyl)-N-(2,2-dicyclopropyl-1-(5-(2-methoxy-1-(2-oxo-4-(trifluoromethyl)imidazolidin-1-yl)ethyl)benzo[d]oxazol-2-yl)ethyl)-2,2-difluoroacetamide C(#N)C1=CC=C(C=C1)C(C(=O)NC(C(C1CC1)C1CC1)C=1OC2=C(N1)C=C(C=C2)C(COC)N2C(NC(C2)C(F)(F)F)=O)(F)F